heptacosan vaccenate C(CCCCCCCCC\C=C\CCCCCC)(=O)O.CCCCCCCCCCCCCCCCCCCCCCCCCCC